C(CC)(=O)NCCCC[C@H](N)C(=O)O N6-propionyllysine